NC1=NC(=NC(=C1CO)C12CC(C1)(C2)C(F)(F)F)Cl [4-amino-2-chloro-6-[3-(trifluoromethyl)-1-bicyclo[1.1.1]pentanyl]pyrimidin-5-yl]methanol